4,4-difluoropiperidine hydroiodide I.FC1(CCNCC1)F